ClC1=NC=CC(=N1)C(=O)NC=1C=NC(=CC1N1CC(OCC1)C=C)F 2-chloro-N-(6-fluoro-4-(2-vinylmorpholino)pyridin-3-yl)pyrimidine-4-carboxamide